COC1=NC(=C(C=C1\C=C(/CC)\[N+](=O)[O-])OC)CCCCC (E)-2,5-dimethoxy-3-(2-nitrobut-1-en-1-yl)-6-pentylpyridine